(E)-4-({4-[3-chloro-4-(2-pyridylmethoxy)anilino]-3-cyano-7-ethoxy-6-quinolinyl}amino)-N,N,N-trimethyl-4-oxo-2-buten-1-aminium ClC=1C=C(NC2=C(C=NC3=CC(=C(C=C23)NC(/C=C/C[N+](C)(C)C)=O)OCC)C#N)C=CC1OCC1=NC=CC=C1